5-(2-(2-aminoquinolin-7-yl)ethyl)cyclopentane-1,2-diol NC1=NC2=CC(=CC=C2C=C1)CCC1CCC(C1O)O